5-fluoro-1-methyl-1H-pyrazole-3-amine hydrochloride Cl.FC1=CC(=NN1C)N